di-n-propyl-butenedioic acid C(CC)C(=C(C(=O)O)CCC)C(=O)O